C1(=CC=CC2=CC=CC=C12)C1=CC=C(C=C1)C=1C2=CC=CC=C2C(=C2C=CC=CC12)C1=CC=CC=C1 9-[4-(naphthalen-1-yl)phenyl]-10-phenylanthracene